NCC1N(CC1)C(=O)C1=CC=C2C(=CC=CN12)C1=CC2=C(N(C=N2)C)C=C1C(F)(F)F (2-(aminomethyl)azetidin-1-yl)(8-(1-methyl-6-(trifluoromethyl)-1H-benzo[d]imidazol-5-yl)indolizin-3-yl)methanone